BrCC=1C(=CC(=NC1)C(=O)NC1(CC1)C#N)OC 5-(bromomethyl)-N-(1-cyanocyclopropyl)-4-methoxy-pyridine-2-carboxamide